6-methyl-5-((1-methyl-6-(pyrimidin-5-ylamino)-1H-pyrazolo[3,4-d]pyrimidin-3-yl)amino)nicotinic acid CC1=NC=C(C(=O)O)C=C1NC1=NN(C2=NC(=NC=C21)NC=2C=NC=NC2)C